(6-(3-Chloro-1H-pyrazol-4-yl)-1-(2-(dimethylamino)ethyl)-1H-indazol-3-yl)(6-fluorochroman-3-yl)methanone ClC1=NNC=C1C1=CC=C2C(=NN(C2=C1)CCN(C)C)C(=O)C1COC2=CC=C(C=C2C1)F